2-(2-(2-chloro-3-(9-(5-chloro-2-fluorobenzyl)-6-(1-methylcyclopropoxy)-9H-purin-8-yl)phenoxy)ethoxy)acetic acid ClC1=C(OCCOCC(=O)O)C=CC=C1C=1N(C2=NC=NC(=C2N1)OC1(CC1)C)CC1=C(C=CC(=C1)Cl)F